C12(CC(C1)C2)C(=O)OOC2CCC(C=1C(=NN(C21)C2=CC(=C(C=C2)F)Br)C#N)C methyl-((1-(3-bromo-4-fluorophenyl)-3-cyano-4,5,6,7-tetrahydro-1H-indazol-7-yl) oxy) bicyclo[1.1.1]pentane-1-carboxylate